N-(2-Fluoro-4-methyl-5-(8-morpholinoimidazo[1,2-a]pyridin-6-yl)phenyl)-1-isopropyl-1H-pyrrole-3-carboxamide FC1=C(C=C(C(=C1)C)C=1C=C(C=2N(C1)C=CN2)N2CCOCC2)NC(=O)C2=CN(C=C2)C(C)C